O=C\1NC2=CC=C(C=C2/C1=C\1/NC2=CC=CC=C2/C1=N\OCCN1CCCC1)C#N (2Z,3E)-2'-oxo-3-((2-(pyrrolidin-1-yl)ethoxy)imino)-[2,3'-biindolinylidene]-5'-carbonitrile